1-((5-amino-6-fluoro-1H-pyrrolo[3,2-b]pyridin-2-yl)methyl)-6-(6-fluoro-1,2,3,4-tetrahydroquinoline-1-carbonyl)pyridin-2(1H)-one NC1=C(C=C2C(=N1)C=C(N2)CN2C(C=CC=C2C(=O)N2CCCC1=CC(=CC=C21)F)=O)F